ClC=1C(=NC=CC1C1=NC(=C(C=C1)CNCC1CCC(N1)=O)OC(F)F)C1=C(C(=CC=C1)NC1=NC=CC(=C1F)CNCCO)Cl 5-((((3'-chloro-2'-(2-chloro-3-((3-fluoro-4-(((2-hydroxyethyl)amino)methyl)pyridin-2-yl)amino)phenyl)-6-(difluoromethoxy)-[2,4'-bipyridin]-5-yl)methyl)amino)methyl)pyrrolidin-2-one